S1C2=C(C=C1)C(=CC=C2)N2CCN(CC2)CCCCOC2=CC=C1C(CC(N(C1=C2)COC(CCCCCCCCCC)=O)=O)(C)C Undecanoic acid 7-[4-(4-benzo[b]thiophen-4-ylpiperazin-1-yl)butoxy]-4,4-dimethyl-2-oxo-3,4-dihydro-2H-quinolin-1-ylmethyl ester